C(C)(C)OC1=C(C=C(C=C1)/C=C/C(=O)O[C@@]1(CC[C@]23[C@@H](CC[C@H]2C([C@H]1C3)(C)C)C)C)OC (3R,3aS,6R,7R,8aS)-3,6,8,8-tetramethyloctahydro-1H-3a,7-methanoazulen-6-yl (E)-3-(4-isopropoxy-3-methoxyphenyl)acrylate